C(=C)OC(CCCC(=O)OC=C)=O.C1(=C2N(C=N1)CCC2)C(C(=O)NC=2SC=CN2)N2N=C1C(=C(C=C(C1=C2)C(F)(F)F)C2=CC=C(C=C2)CN(C)C)C 2-(6,7-dihydro-5H-pyrrolo[1,2-c]imidazol-1-yl)-2-(6-(4-((dimethylamino)methyl)phenyl)-7-methyl-4-(trifluoromethyl)-2H-indazol-2-yl)-N-(thiazol-2-yl)acetamide di(vinyl)glutarate